2-((3R)-3-Amino-4,4-difluoro-1-piperidinyl)-1-(4-cyanobenzyl)-1H-benzimidazol-5-carbonitril N[C@@H]1CN(CCC1(F)F)C1=NC2=C(N1CC1=CC=C(C=C1)C#N)C=CC(=C2)C#N